C(C)(C)(C)OC(=O)N1C[C@@H]([C@H](CC1)F)NC(C1=C(C=C(C(=C1)[N+](=O)[O-])NCCOCCOC)F)=O (3S,4S)-4-fluoro-3-(2-fluoro-4-((2-(2-methoxyethoxy)ethyl)amino)-5-nitrobenzamido)piperidine-1-carboxylic acid tert-butyl ester